8-bromo-9-methyl-2-[(tetrahydro-1H-pyrrolizin-7a(5H)-yl)methoxy]-9H-purin BrC=1N(C2=NC(=NC=C2N1)OCC12CCCN2CCC1)C